ClC1=C(C=CC2=C1C(=N[C@H](C=1N2C(=CN1)C)C)C1=NC=CC=C1F)C(F)(F)F (4S)-7-chloro-6-(3-fluoro-2-pyridinyl)-1,4-dimethyl-8-(trifluoromethyl)-4H-imidazo[1,2-a][1,4]benzodiazepine